FC(C=1C(=C(C=CC1)[C@@H](C)NC=1C=2C(N=C(N1)C)=C(C(N(C2)C2(CC2)CF)=O)C(=O)N2CCOCC2)F)F (R)-4-((1-(3-(difluoromethyl)-2-fluorophenyl)ethyl)amino)-6-(1-(fluoromethyl)cyclopropyl)-2-Methyl-8-(morpholine-4-carbonyl)pyrido[4,3-d]pyrimidin-7(6H)-one